3-Amino-6-cyclobutyl-4-(7-fluoro-1H-indazol-4-yl)-1H-benzo[h]quinolin-2-one NC=1C(NC2=C3C(=C(C=C2C1C1=C2C=NNC2=C(C=C1)F)C1CCC1)C=CC=C3)=O